FC1=C(C=C(C=C1)S(=O)(=O)C)C1=NC(=NC=C1)NC1=CC=C(C=C1)C(F)(F)F 4-(2-fluoro-5-(methylsulfonyl)phenyl)-N-(4-(trifluoromethyl)phenyl)pyrimidin-2-amine